ClC1=C(C=C(C(=C1)Cl)OCCC(C)(C)C)NC(=O)N[C@@H](C)C=1N(N=CN1)C1=NC=CC=N1 1-[2,4-dichloro-5-(3,3-dimethylbutoxy)phenyl]-3-[(1S)-1-(2-pyrimidin-2-yl-1,2,4-triazol-3-yl)ethyl]urea